C([C@H](O)[C@H](O)[C@H](O)CO)O D-ribitol